1-(7-((4-(difluoromethoxy)-5-(imidazo[1,2-a]pyrimidin-6-yl)pyrrolo[2,1-f][1,2,4]triazin-2-yl)amino)-2-azaspiro[3.5]nonan-2-yl)ethan-1-one FC(OC1=NC(=NN2C1=C(C=C2)C=2C=NC=1N(C2)C=CN1)NC1CCC2(CN(C2)C(C)=O)CC1)F